(1,2,2,6,6-pentamethylpiperidine-4-yl)mesylate CN1C(CC(CC1(C)C)CS(=O)(=O)[O-])(C)C